N1N=CN=C1CN(C(=O)NC1=CC(=C(C=C1)F)Cl)[C@H](C)C1=CNC(C2=CC=CC=C12)=O |r| Racemic-1-((1H-1,2,4-triazol-5-yl)methyl)-3-(3-chloro-4-fluorophenyl)-1-(1-(1-oxo-1,2-dihydroisoquinolin-4-yl)ethyl)urea